methyl (R)-7-bromo-4-oxo-2-(phenylethynyl)chromane-2-carboxylate BrC1=CC=C2C(C[C@](OC2=C1)(C(=O)OC)C#CC1=CC=CC=C1)=O